methyl 2-bromo-5-((5-methyl-4-(phenylamino)-pyrimidin-2-yl)amino)benzoate BrC1=C(C(=O)OC)C=C(C=C1)NC1=NC=C(C(=N1)NC1=CC=CC=C1)C